OC12CC3(C[C@H](C[C@@H](C1)C3)C2)[C@@H](C(=O)N2[C@@H]([C@H]3C([C@H]3C2)(C)C)C(=O)O)NC(C(F)(F)F)=O (1R,2S,5S)-3-((S)-2-((1R,3R,5R,7S)-3-hydroxyadamantan-1-yl)-2-(2,2,2-Trifluoroacetylamino)acetyl)-6,6-dimethyl-3-azabicyclo[3.1.0]hexane-2-carboxylic acid